FC(C1=NC=CC(=N1)B(O)O)(F)F (2-(trifluoromethyl)pyrimidin-4-yl)boronic acid